N-(2-(3,7-diazabicyclo[3.3.1]non-3-yl)pyrimidin-4-yl)-1H-indazol-5-amine C12CN(CC(CNC1)C2)C2=NC=CC(=N2)NC=2C=C1C=NNC1=CC2